ClC1=C(C2=C(SC3=C2N=CN=C3NCC3COCC3)N=C1C)C 8-chloro-7,9-dimethyl-N-(tetrahydrofuran-3-ylmethyl)pyrido[3',2':4,5]thieno[3,2-d]pyrimidin-4-amine